C[C@@H]([C@H]1CC[C@@H]2[C@@]1(CC[C@H]3[C@H]2CCC4=CC(=O)CC[C@]34C)C)C(=O)SCCNC(=O)CCNC(=O)[C@@H](C(C)(C)COP(=O)(O)OP(=O)(O)OC[C@@H]5[C@H]([C@H]([C@@H](O5)N6C=NC7=C(N=CN=C76)N)O)OP(=O)(O)O)O The molecule is a steroidal acyl-CoA that results from the formal condensation of the thiol group of coenzyme A with the carboxy group of 3-oxo-23,24-bisnorchol-4-en-22-oic acid. It derives from a 3-oxo-23,24-bisnorchol-4-en-22-oic acid. It is a conjugate acid of a 3-oxo-23,24-bisnorchol-4-en-22-oyl-CoA(4-).